N-[(2S,3R)-4,4-difluoro-2-[(2-fluoro[1,1'-biphenyl]-3-yl)methyl]-1-(oxetane-2-carbonyl)pyrrolidin-3-yl]methanesulfonamide FC1([C@@H]([C@@H](N(C1)C(=O)C1OCC1)CC=1C(=C(C=CC1)C1=CC=CC=C1)F)NS(=O)(=O)C)F